The molecule is a dipeptide formed from L-valine and L-asparagine residues. It has a role as a metabolite. It derives from a L-valine and a L-asparagine. CC(C)[C@@H](C(=O)N[C@@H](CC(=O)N)C(=O)O)N